(S)-6-(5-amino-5,7-dihydrospiro[cyclopenta[b]pyridine-6,4'-piperidin]-1'-yl)-3-((2,3-dichlorophenyl)thio)-1H-pyrazolo[3,4-d]pyrimidine-4-carboxamide N[C@@H]1C=2C(=NC=CC2)CC12CCN(CC2)C2=NC(=C1C(=N2)NN=C1SC1=C(C(=CC=C1)Cl)Cl)C(=O)N